C(C)(C)(C)OC(=O)N[C@H]([C@H](CN(N)CC1=C(C=C(C=C1F)C1=NN(C=C1)C(F)F)F)O)CC1=CC=C(C=C1)I 2-((2S,3S)-3-((tert-butoxycarbonyl)amino)-2-hydroxy-4-(4-iodophenyl)butyl)-2-(4-(1-(difluoromethyl)-1H-pyrazol-3-yl)-2,6-difluorobenzyl)hydrazin